(+)-2-(2-aminopyridin-4-yl)-3-(2-fluoroanilino)-5,6-dimethyl-1,5,6,7-tetrahydro-4H-pyrrolo[3,2-c]pyridin-4-one NC1=NC=CC(=C1)C1=C(C=2C(N(C(CC2N1)C)C)=O)NC1=C(C=CC=C1)F